NCC(C=1SC=C(N1)CO)NC(=O)C=1NC(=CC1)C=1C=NC(=CC1)Cl N-(2-Amino-1-(4-(hydroxymethyl)thiazol-2-yl)ethyl)-5-(6-chloropyridin-3-yl)-1H-pyrrole-2-carboxamide